(2S,3R,5R)-3-(((2-(3,4-dihydroxybenzoyl)-2-methylhydrazinecarbonyl)oxy)methyl)-3-methyl-7-oxo-4-thia-1-azabicyclo[3.2.0]heptane-2-carboxylic acid 4,4-dioxide OC=1C=C(C(=O)N(NC(=O)OC[C@]2([C@@H](N3C(C[C@H]3S2(=O)=O)=O)C(=O)O)C)C)C=CC1O